CN1N=C(N=N1)C=1C=C(C(=O)NCCC(NC=2SC3=C(N2)C=CC=C3OCCC)=O)C=CC1 3-(2-Methyl-2H-tetrazol-5-yl)-N-(3-oxo-3-((7-propoxybenzo[d]thiazol-2-yl)amino)propyl)benzamide